C(C)(C)(C)C1=CC(=C(C=C1OC)CC=1OC2=C(N1)C=C(C=C2)C(=O)OC)F methyl 2-[(4-tert-butyl-2-fluoro-5-methoxy-phenyl) methyl]-1,3-benzoxazole-5-carboxylate